C(C1=CC=CC=C1)OC(NC1=CC(=CC(=C1)C(F)(F)F)[C@@H](C)N)=O (R)-(3-(1-aminoethyl)-5-(trifluoromethyl)phenyl)carbamic acid benzyl ester